1H-1,2,3-benzotriazole-4-carboxamide N1N=NC2=C1C=CC=C2C(=O)N